ethyl (S)-2-(tert-butoxy)-2-(7-(4-chlorophenyl)-2-(1-(2-(dimethylamino)ethyl)-3-(1-(oxetan-3-yl)piperidin-4-yl)-1H-indazol-5-yl)-5-methylbenzo[d]thiazol-6-yl)acetate C(C)(C)(C)O[C@H](C(=O)OCC)C1=C(C2=C(N=C(S2)C=2C=C3C(=NN(C3=CC2)CCN(C)C)C2CCN(CC2)C2COC2)C=C1C)C1=CC=C(C=C1)Cl